1,3,5-tris(4-t-butyl-5,6-diethyl-3-hydroxy-2-methylbenzyl)-1,3,5-triazine-2,4,6(1H,3H,5H)-trione C(C)(C)(C)C1=C(C(=C(CN2C(N(C(N(C2=O)CC2=C(C(=C(C(=C2CC)CC)C(C)(C)C)O)C)=O)CC2=C(C(=C(C(=C2CC)CC)C(C)(C)C)O)C)=O)C(=C1CC)CC)C)O